(S)-2-amino-3-(4-(2-methyl-1H-indol-3-yl)phenyl)propanoic acid N[C@H](C(=O)O)CC1=CC=C(C=C1)C1=C(NC2=CC=CC=C12)C